2-bromo-1H-imidazole BrC=1NC=CN1